2-methoxy-2-methyl-1-(benzylideneaminoethyl)-1-aza-2-silacyclopentane CO[Si]1(N(CCC1)CCN=CC1=CC=CC=C1)C